ClC1=C(C=C(C=C1)N(C(=O)C1N(NC(C1)=O)C1=NC(=CC(=N1)C)C(F)(F)F)C)CC N-(4-chloro-3-ethylphenyl)-N-methyl-2-(4-methyl-6-(trifluoromethyl)pyrimidin-2-yl)-5-oxopyrazolidine-3-carboxamide